ClC1=C(OC=2C(=CC=3C4=CC=CC=C4CN4C3C2C(=N4)N4C(C2=CC=CC=C2C4=O)=O)NC(C4=CC(=CC(=C4)C(F)(F)F)F)=O)C=C(C=C1)F N-(3-(2-chloro-5-fluorophenoxy)-4-(1,3-dioxoisoindolin-2-yl)-7H-pyrazolo[4,5,1-de]phenanthridin-2-yl)-3-fluoro-5-(trifluoromethyl)benzamide